2-(4-(4-(piperidine-1-carbonyl)phenoxy)phenyl)propan-2-ylcarbamic acid 1-aza-bicyclo[3.2.2]non-4-yl ester N12CCC(C(CC1)CC2)OC(NC(C)(C)C2=CC=C(C=C2)OC2=CC=C(C=C2)C(=O)N2CCCCC2)=O